COC=1C=C(C=CC1)[C@@H](C)NC(C1=CC=C(C=C1)C1=CC=NC=C1)=O N-[(1R)-1-(3-methoxyphenyl)ethyl]-4-pyridin-4-yl-benzamide